NC1=NN(C2=NC(=CC=C21)[C@H]2[C@@H](C2)C(F)(F)F)C(=O)C2=C(C=CC=C2)OC |r| [3-amino-6-[rac-(1R,2R)-2-(trifluoromethyl)cyclopropyl]pyrazolo[3,4-b]pyridin-1-yl]-(2-methoxyphenyl)methanone